COC1=NN(C=C1C(=O)NC1=NC(=CC=C1)C1=CN=C2N1[C@@H](CC2)C)C2=NC=CN=C2 (R)-3-methoxy-N-(6-(5-methyl-6,7-dihydro-5H-pyrrolo[1,2-a]imidazol-3-yl)pyridin-2-yl)-1-(pyrazin-2-yl)-1H-pyrazole-4-carboxamide